NCC1=NNC(C2=CC=C(C=C12)C=1C=NN(C1C1=C(C2=C(OC[C@H]3N2CCC3)C=C1F)C#N)C([2H])([2H])[2H])=O (M)-(S)-8-(4-(4-(aminomethyl)-1-oxo-1,2-dihydrophthalazin-6-yl)-1-(methyl-d3)-1H-pyrazol-5-yl)-7-fluoro-2,3,3a,4-tetrahydro-1H-benzo[b]pyrrolo[1,2-d][1,4]oxazine-9-carbonitrile